(S)-6-(2,6-difluoro-4-(2-methyl-2H-indazol-4-yl)benzyl)-N-(1-hydroxy-3-methylbutan-2-yl)-5-oxo-5,6-dihydropyrido[3,4-b]pyrazine-8-carboxamide FC1=C(CN2C(C3=NC=CN=C3C(=C2)C(=O)N[C@H](CO)C(C)C)=O)C(=CC(=C1)C=1C2=CN(N=C2C=CC1)C)F